CC=1N=C(C2=C(N1)C=NC(=C2)P2(CCNCC2)=O)N[C@H](C)C2=C(C(=CC=C2)C(F)(F)F)C 4-[2-methyl-4-({(1R)-1-[2-methyl-3-(trifluoromethyl)phenyl]ethyl}-amino)pyrido[3,4-d]pyrimidin-6-yl]-1,4lambda5-azaphosphinan-4-one